2,4-dihydroxyl-3,3-dimethylbutyronitrile OC(C#N)C(CO)(C)C